2-[4-(difluoromethyl)-6-[4-[(4-hydroxy-1-piperidinyl)methyl]phenyl]-7-methyl-indazol-2-yl]-2-[(6R)-6-fluoro-6,7-dihydro-5H-pyrrolo[1,2-c]imidazol-1-yl]-N-thiazol-2-yl-acetamide FC(C=1C2=CN(N=C2C(=C(C1)C1=CC=C(C=C1)CN1CCC(CC1)O)C)C(C(=O)NC=1SC=CN1)C1=C2N(C=N1)C[C@@H](C2)F)F